3,3,5-trimethyl-3,5,6,7-tetrahydrobenzofuran-4(2H)-one CC1(COC2=C1C(C(CC2)C)=O)C